C=CC(C=C)=O 1,4-pentadiene-3-one